chloride tin [Sn+4].[Cl-].[Cl-].[Cl-].[Cl-]